OC=1C=CC(=C(C1)B(O)O)OC (5-hydroxy-2-methoxyphenyl)boronic acid